(E)-4-(2-fluoroethoxy)-6-(4-fluorophenylvinyl)-2-hydroxy-3-(3-methylbut-2-en-1-yl)benzoic acid FCCOC1=C(C(=C(C(=O)O)C(=C1)\C=C\C1=CC=C(C=C1)F)O)CC=C(C)C